F[C@@H]1CC2=C[C@@H](CN2C1)F (2R,6S,7as)-2,6-Difluorotetrahydro-1H-pyrrolizin